[As+3].[Te-2].[Zn+2] zinc telluride arsenic